FC1=CC=C(C=C1)C1=NOC(=C1COC1=NC=2CCN(CC2C=C1)C(=O)C1CCS(CC1)(=O)=O)C 4-(2-{[3-(4-fluorophenyl)-5-methyl-1,2-oxazol-4-yl]methoxy}-5,6,7,8-tetrahydro-1,6-naphthyridine-6-carbonyl)-1lambda6-thiane-1,1-dione